4-(1-methylcyclobutyl)-7-(1H-pyrazol-5-yl)quinazoline-2,4-diamine formate C(=O)O.CC1(CCC1)C1(NC(=NC2=CC(=CC=C12)C1=CC=NN1)N)N